((1S,4R,6R)-6-((5-chloropyridin-2-yl)oxy)-2-azabicyclo[2.2.2]oct-2-yl)(3-fluoro-2-(5-fluoropyrimidin-2-yl)phenyl)methanone ClC=1C=CC(=NC1)O[C@@H]1C[C@@H]2CN([C@H]1CC2)C(=O)C2=C(C(=CC=C2)F)C2=NC=C(C=N2)F